C(C)(C)OC(C1=CN=C(C=C1)NN)=O 6-Hydrazinonicotinic acid isopropyl ester